C(C1=CC=CC=C1)NC(=O)C1CN(C(C1)=O)CC(C)C N-benzyl-1-(2-methylpropyl)-5-oxopyrrolidine-3-carboxamid